1-(4-methoxyphenyl)-7-oxo-6-[2-methyl-4-(2-oxotetrahydropyrrole-1-yl)phenyl]-4,5,6,7-tetrahydro-1H-pyrazolo[3,4-c]pyridine-3-carboxamide COC1=CC=C(C=C1)N1N=C(C2=C1C(N(CC2)C2=C(C=C(C=C2)N2C(CCC2)=O)C)=O)C(=O)N